Ethyl meta-aminobenzoate NC=1C=C(C(=O)OCC)C=CC1